trifluoromethyl-biazetidine tert-butyl-((5-(1-isopropyl-4-(trifluoromethyl)-1H-imidazol-2-yl)pyrazin-2-yl)methyl)carbamate C(C)(C)(C)N(C(O)=O)CC1=NC=C(N=C1)C=1N(C=C(N1)C(F)(F)F)C(C)C.FC(F)(F)C1N(CC1)N1CCC1